NC(=C1C(N(CCCC1=O)C1=CC=C(C=C1)C(F)(F)F)=O)NC1=CC=C(C=C1)F 3-(amino((4-fluorophenyl)amino)methylene)-1-(4-(trifluoromethyl)phenyl)azepane-2,4-dione